N-ethyl-benzylamine C(C)NCC1=CC=CC=C1